C1(CC1)S(=O)(=O)C1=CC=C(C=C1)CC1CC2(CNC2)C1 6-[(4-cyclopropyl-sulfonylphenyl)methyl]-2-azaspiro[3.3]heptane